C(C1=CC=CC=C1)C=1C=2N(C=C(N1)C1=CC=CC=C1)C(=C(N2)CC2=CC(=CC=C2)F)CC(=O)[O-] 8-Benzyl-2-(3-fluorobenzyl)-6-phenylimidazo[1,2-a]pyrazin-3-yl-acetat